C(C1=CC=CC=C1)N1N=C2C=C(C=C(C2=C1)Cl)C(=O)[O-] 2-benzyl-4-chloro-2H-indazole-6-carboxylate